FC1=C(C=CC(=C1)F)C(CN1C[C@@H]2[C@H](C1)CC(C2)NC2=CC=C(C=C2)F)(CN2N=CN=C2)O 2-(2,4-difluorophenyl)-1-((3aR,6aS)-5-((4-fluorophenyl)amino)hexahydrocyclopenta[c]pyrrol-2(1H)-yl)-3-(1H-1,2,4-triazol-1-yl)propan-2-ol